S1N=CC=C1NC(O)=O isothiazol-5-yl-carbamic acid